ClC=1C(=CC(=NC1)NC(C)C)C=1C=C2N(CCN(C2=O)CC2=C(C=C(C(=C2)F)F)CO)C1 7-(5-chloro-2-(isopropylamino)pyridin-4-yl)-2-(4,5-difluoro-2-(hydroxymethyl)benzyl)-3,4-dihydropyrrolo[1,2-a]pyrazin-1(2H)-one